C(C)(C)(C)OC(=O)N1CCC=C(C1)C=1OC(=CN1)C(NC12CC(C1)(C2)NC(COC2=CC(=C(C=C2)Cl)F)=O)=O 5-[5-({3-[2-(4-chloro-3-fluorophenoxy)acetamido]bicyclo[1.1.1]pent-1-yl}carbamoyl)-1,3-oxazol-2-yl]-3,6-dihydropyridine-1(2H)-carboxylic acid tert-butyl ester